acryloyloxyethyldimethyloctylammonium chloride [Cl-].C(C=C)(=O)OCC[N+](CCCCCCCC)(C)C